8-(4-cyanophenyl)-N-methyl-6,9-dioxo-5-(4-(trifluoromethyl)benzyl)-2,5,8-triazaspiro[3.5]-nonane-2-carbothioamide C(#N)C1=CC=C(C=C1)N1CC(N(C2(CN(C2)C(NC)=S)C1=O)CC1=CC=C(C=C1)C(F)(F)F)=O